C(#N)C1=CC=C(C=C1)C1=CC=C2C(=N1)SC(=N2)NC(C2=CN=C(C=C2C2=C(C=CC(=C2)S(=O)(=O)C)OC)C)=O N-(5-(4-cyanophenyl)thiazolo[5,4-b]pyridin-2-yl)-4-(2-methoxy-5-(methylsulfonyl)phenyl)-6-methylnicotinamide